Cl.N[C@H]1C[C@H](COC1)O (3R,5S)-5-aminotetrahydro-2H-pyran-3-ol hydrochloride